triheptatriaconta-6,9,28,31-tetraen-19-yl-4-(dimethylamino)butyrate CCCCCC=CCC=CCCCCCCCCC(CCCCCCCCC=CCC=CCCCCC)C(C(C(=O)[O-])(C(CCCCCCCCC=CCC=CCCCCC)CCCCCCCCC=CCC=CCCCCC)C(CCCCCCCCC=CCC=CCCCCC)CCCCCCCCC=CCC=CCCCCC)CN(C)C